Cl.N[C@H]1CN(CC[C@@H]1O)C=O ((3S,4S)-3-amino-4-hydroxypiperidin-1-yl)methanone hydrochloride